C(C)(C)N1C(=NN=C1)C1=CC=CC(=N1)NC(=O)NC1=CC=NC=C1 1-(6-(4-isopropyl-4H-1,2,4-triazol-3-yl)pyridin-2-yl)-3-(pyridin-4-yl)urea